2,6-dimethyl-5-(isobutylamino)-4-hepten-3-one CC(C)C(C=C(C(C)C)NCC(C)C)=O